CC1=CN=C(S1)C=1C=C(NS(N1)(=O)=O)C(=O)OC Methyl 5-(5-methylthiazol-2-yl)-2H-1,2,6-thiadiazine-3-carboxylate 1,1-dioxide